methyl 2-(4-((2-cyclopentyl-5,5-dioxido-7,8-dihydro-6H-thiopyrano[3,2-d]pyrimidin-4-yl)methyl)phenyl)acetate C1(CCCC1)C=1N=C(C2=C(N1)CCCS2(=O)=O)CC2=CC=C(C=C2)CC(=O)OC